ClC=1C=C(C=C2C(=CC(NC12)=O)N[C@@H](C)C=1N(N=CN1)C1=NC=CC=N1)C(F)(F)F 8-chloro-4-[[(1S)-1-(2-pyrimidin-2-yl-1,2,4-triazol-3-yl)ethyl]amino]-6-(trifluoromethyl)-1H-quinolin-2-one